N-(2-(4-(4-chloro-1-(4-hydroxyphenyl)-2-phenylbut-1-en-1-yl)phenoxy)ethyl)-6-((2-(2,6-dioxopiperidin-3-yl)-1,3-dioxoisoindolin-4-yl)thio)hexanamide ClCCC(=C(C1=CC=C(C=C1)O)C1=CC=C(OCCNC(CCCCCSC2=C3C(N(C(C3=CC=C2)=O)C2C(NC(CC2)=O)=O)=O)=O)C=C1)C1=CC=CC=C1